Tert-butyl (1S,4s)-4-(5-(((1S,2R,3S-4R)-3-(((R*)-3-ethylpentan-2-yl)carbamoyl)bicyclo[2.2.1]heptan-2-yl)carbamoyl)-2-fluoro-4-methoxyphenoxy)-1-methylcyclohexane-1-carboxylate C(C)C([C@@H](C)NC(=O)[C@@H]1[C@@H]([C@H]2CC[C@@H]1C2)NC(=O)C=2C(=CC(=C(OC1CCC(CC1)(C(=O)OC(C)(C)C)C)C2)F)OC)CC |o1:3|